C(C)(C)(C)OC(CCC(C(C)=O)(C)C)=O.OCC1(N=N1)C(CCC(=O)OC)(C)C methyl 4-(3-(hydroxymethyl)-3H-diazirin-3-yl)-4-methylpentanoate Tert-butyl-4,4-dimethyl-5-oxohexanoate